(1R,3S)-3-(3-((5-((S)-1-hydroxyethyl)pyrazin-2-yl)amino)-1H-pyrazol-5-yl)cyclopentyl(1-methylcyclopropyl)carbamate O[C@@H](C)C=1N=CC(=NC1)NC1=NNC(=C1)[C@@H]1C[C@@H](CC1)N(C([O-])=O)C1(CC1)C